COC(=O)C=1C(=NC(=CC1)C1=C(C(=CC=C1)CN)O)N1CCCCC1.NC1=CC=C2C(=CC(OC2=C1)=O)C(F)(F)F 7-amino-4-trifluoromethyl-coumarin methyl-6-[3-(aminomethyl)-2-hydroxyphenyl]-2-piperidin-1-ylpyridine-3-carboxylate